ClC[C@]1(O)[C@@H](O)[C@H](O)[C@H](O1)CCl 1,6-dichloro-1,6-dideoxy-β-D-fructofuranose